2-[2-hydroxy-3,5-di(alpha,alpha-dimethyl-benzyl)-phenyl]-2H-benzotriazol OC1=C(C=C(C=C1C(C1=CC=CC=C1)(C)C)C(C1=CC=CC=C1)(C)C)N1N=C2C(=N1)C=CC=C2